N-methyl-maleic amide CNC(\C=C/C(=O)O)=O